C(=O)C1=C(C=CC=C1)NC(CC(C(=O)NC=1C=CC=C2C=CC=NC12)C)CC1=CC=CC=C1 4-((2-formylphenyl)amino)-2-methyl-5-phenyl-N-(quinolin-8-yl)pentanamide